C(C=C)(=O)OCCCCCC[Si](OC)(OC)C acryloxyhexyl-methyl-dimethoxysilane